ClC1=NC=C(C(=N1)NCC1=CC=C(C=C1)N1N=C(C=C1C)C(F)(F)F)OCC(C)O 1-(2-chloro-4-((4-(5-methyl-3-(trifluoromethyl)-1H-pyrazol-1-yl)benzyl)amino)pyrimidin-5-yl)oxabutan-3-ol